(2,6-dimethylphenyl)boronic acid CC1=C(C(=CC=C1)C)B(O)O